BrC1=C(C=C2C(C=C(N(C2=C1)[C@H]1CN(C[C@@H]1O)C(=O)OC(C)(C)C)C)=C=O)F tert-butyl (3S,4S)-3-(7-bromo-6-fluoro-2-methyl-4-carbonylquinolin-1(4H)-yl)-4-hydroxypyrrolidine-1-carboxylate